C(C)(C)(C)C=1C(=CC(=C(C1)C(CC(C)C1=C(C=C(C(=C1)C(C)(C)C)O)C)C1=C(C=C(C(=C1)C(C)(C)C)O)C)C)O 1,1,3-tris(5-t-butyl-4-hydroxy-2-methylphenyl)butane